C(C)(C)OC1=CC=C(C(=N1)[N+](=O)[O-])\C=N\C12COC(C1)(C2)COC (E)-1-(6-isopropoxy-2-nitropyridin-3-yl)-N-(1-(methoxymethyl)-2-oxabicyclo[2.1.1]hexan-4-yl)methanimine